4-methoxyphenyl 3,6-di-O-benzyl-2-deoxy-2-(1,3-dioxo-1,3-dihydro-2H-isoindol-2-yl)-4-O-{3-O-[(naphthalen-2-yl)methyl]-β-D-glucopyranosyl}-β-D-glucopyranoside C(C1=CC=CC=C1)O[C@@H]1[C@H]([C@H](OC2=CC=C(C=C2)OC)O[C@@H]([C@H]1O[C@H]1[C@H](O)[C@@H](OCC2=CC3=CC=CC=C3C=C2)[C@H](O)[C@H](O1)CO)COCC1=CC=CC=C1)N1C(C2=CC=CC=C2C1=O)=O